[Li].C1(=CC=CC=C1)PC(C1=C(C=C(C=C1C)C)C)=O phenyl(2,4,6-trimethylbenzoyl)phosphine lithium